C1=CC(=CC=2OC3=C(C21)C=CC=C3)N(C3=CC(=CC(=C3)C(C)(C)C)C(C)(C)C)C3=CC2=C(C1=C(O2)C=C2C=C4C(OC5=C4C=CC(=C5)N(C=5C=CC4=C(OC6=C4C=CC=C6)C5)C5=CC(=CC(=C5)C(C)(C)C)C(C)(C)C)=CC2=C1)C=C3 3,10-bis[N-(dibenzofuran-3-yl)-N-(3,5-di-tert-butylphenyl)amino]naphtho[2,3-b:6,7-b']bis-benzofuran